C(CCCCCCCCCCCCCC)C=[NH+][O-] alpha-pentadecylnitrone